vinylbenzylaminoethylaminopropyl-trimethoxysilane C(=C)CO[Si](OC)(OC)CCCNCCNCC1=CC=CC=C1